(R)-1-Oxa-7-azaspiro[4.4]nonan-3-yl (7-fluoro-6-(8-methyl-2,3-dihydro-1H-pyrido[2,3-b][1,4]oxazin-7-yl)isoquinolin-3-yl)carbamate FC1=C(C=C2C=C(N=CC2=C1)NC(O[C@H]1COC2(C1)CNCC2)=O)C2=C(C1=C(OCCN1)N=C2)C